2-[3-chloro-4-[(2-isopropylimidazol-1-yl)methyl]phenyl]-4-isobutyl-N-pyrimidin-2-yl-benzenesulfonamide ClC=1C=C(C=CC1CN1C(=NC=C1)C(C)C)C1=C(C=CC(=C1)CC(C)C)S(=O)(=O)NC1=NC=CC=N1